(Z)-3-(4-((2,4-bis(trifluoromethyl)benzyl)oxy)-3-methoxyphenyl)-2-fluoro-N-hydroxyacrylamide FC(C1=C(COC2=C(C=C(C=C2)\C=C(\C(=O)NO)/F)OC)C=CC(=C1)C(F)(F)F)(F)F